C(C)(C)(C)OC(N[C@H]1CN(CCC1)C(=O)C1=CC2=C(N(C(=N2)C2=CC=3C(=NC=CC3)N2CC)C)C(=C1)OC)=O (R)-(1-(2-(1-ethyl-1H-pyrrolo[2,3-b]pyridin-2-yl)-7-methoxy-1-methyl-1H-benzo[d]imidazole-5-carbonyl)piperidin-3-yl)carbamic acid tert-butyl ester